O1C(=CC=C1)C1=CC(=C(OC=2C(=NC(=NC2)N)N)C=C1OC)C(C)C 5-(4-Furan-2-yl-2-isopropyl-5-methoxy-phenoxy)-pyrimidine-2,4-diamine